1-((1S,4S)-5-(4-((3-chloro-2-fluoro-4-(1-methylcyclopropoxy)phenyl)amino)pyrido[3,2-d]pyrimidin-6-yl)-2,5-diazabicyclo[2.2.1]heptan-2-yl)prop-2-en-1-one ClC=1C(=C(C=CC1OC1(CC1)C)NC=1C2=C(N=CN1)C=CC(=N2)N2[C@@H]1CN([C@H](C2)C1)C(C=C)=O)F